COC(CC(=C)C(N[C@H](C(=O)OCC)CC1=CC=CC=C1)=O)=O.C1(CC1)C1=NC(=NC=C1)OC1=CC=C(C=C1)C1CN(C1)C(=O)N1C[C@H](CC1)N1N=NN=C1 [3-[4-(4-Cyclopropylpyrimidin-2-yl)oxyphenyl]azetidin-1-yl]-[(3S)-3-(tetrazol-1-yl)pyrrolidin-1-yl]methanone Methyl-(S)-3-((1-ethoxy-1-oxo-3-phenylpropan-2-yl)carbamoyl)but-3-enoate